(R)-3-(((1-((6-chloropyridin-3-yl)amino)isoquinolin-6-yl)oxy)methyl)tetrahydrofuran ClC1=CC=C(C=N1)NC1=NC=CC2=CC(=CC=C12)OC[C@H]1COCC1